tert-butyl 7-(2-(2-oxoethoxy)ethyl)-3,4-dihydro-1,8-naphthyridine-1(2H)-carboxylate O=CCOCCC1=CC=C2CCCN(C2=N1)C(=O)OC(C)(C)C